3-methoxy-4-((1s,3s)-3-((2-methoxyethyl)(methyl)amino)cyclobutoxy)aniline COC=1C=C(N)C=CC1OC1CC(C1)N(C)CCOC